3,4-Dichloro-bicyclo[3.2.1]-2-octene ClC1=CC2CCC(C1Cl)C2